1-(4-((4-((2-fluoro-4-((2-(3-(2-hydroxypropan-2-yl)azetidin-1-yl)pyridin-4-yl)oxy)phenyl)amino)-7-methoxyquinazolin-6-yl)amino)piperidin-1-yl)prop-2-en-1-one FC1=C(C=CC(=C1)OC1=CC(=NC=C1)N1CC(C1)C(C)(C)O)NC1=NC=NC2=CC(=C(C=C12)NC1CCN(CC1)C(C=C)=O)OC